2-((S)-1-(5-(((S)-1,1-Dimethyl-2,3-dihydro-1H-inden-2-yl)amino)pyridin-2-yl)-2,2,2-trifluoroethyl)-8-(methylsulfonyl)-2,8-diazaspiro[4.5]decan-1-one CC1([C@H](CC2=CC=CC=C12)NC=1C=CC(=NC1)[C@@H](C(F)(F)F)N1C(C2(CC1)CCN(CC2)S(=O)(=O)C)=O)C